4-[2-[2-(2-azidoethoxy)ethoxy]ethoxy]-2-[(5-chloro-2-oxo-1H-pyrimidin-4-yl)sulfanyl]butanoic acid N(=[N+]=[N-])CCOCCOCCOCCC(C(=O)O)SC1=NC(NC=C1Cl)=O